N(=[N+]=[N-])C(C)(C)C1=CN=C(C2=CN=C(C=C12)Cl)NC1CN(C1)C(=O)C1CC1 (3-((4-(2-Azidopropan-2-yl)-6-chloro-2,7-naphthyridin-1-yl)amino)azetidin-1-yl)(cyclopropyl)methanone